2-(4-((6,7-dimethoxyquinazolin-4-yl)oxy)-2,6-difluorophenyl)-N-(3-methyl-5-(trifluoromethyl)phenyl)-2-oxoacetamide COC=1C=C2C(=NC=NC2=CC1OC)OC1=CC(=C(C(=C1)F)C(C(=O)NC1=CC(=CC(=C1)C(F)(F)F)C)=O)F